N-{2-[2-(2-Aminoethoxy)ethoxy]ethyl}-2-{1-[(4-chlorophenyl)methyl]-5-oxopyrrolidin-2-yl}-2-oxoacetamide Hydrochloride Cl.NCCOCCOCCNC(C(=O)C1N(C(CC1)=O)CC1=CC=C(C=C1)Cl)=O